4-[(5S)-5-(3,5-dichlorophenyl)-4,5-dihydro-5-(trifluoromethyl)-3-isoxazolyl]-2-methyl-N-(cis-1-oxo-3-thietanyl)benzamide ClC=1C=C(C=C(C1)Cl)[C@@]1(CC(=NO1)C1=CC(=C(C(=O)NC2CS(C2)=O)C=C1)C)C(F)(F)F